cyclopentylidene(9-fluorenyl)(cyclopentadienyl)zirconium C1(CCCC1)=[Zr](C1C=CC=C1)C1C2=CC=CC=C2C=2C=CC=CC12